C(CCC(CC)O)O Hexan-1,4-diol